C(CCCCCCCCCCCCCCCCCCCCCCCCCCC)(=O)O.C(CCCCCCCCCCCCCCCCCCCCCCCCCCC)(=O)O.OC[C@H](O)[C@@H](O)[C@H](O)[C@H](O)CO sorbitol di-montanate